O1CCCCC1 tetra-hydropyrane